tert-butyl N-[(3R,4R)-1-(2-tert-butyl-5-nitro-indazol-4-yl)-4-methyl-pyrrolidin-3-yl]carbamate C(C)(C)(C)N1N=C2C=CC(=C(C2=C1)N1C[C@@H]([C@@H](C1)C)NC(OC(C)(C)C)=O)[N+](=O)[O-]